C(#N)C=1[N-]C2=C(N1)C=C(C(=C2)C#N)C#N 2,5,6-tricyanobenzimidazolid